(3R,4R)-4-(((2'-chloro-3-fluoro-5-methoxy-2''-methyl-3''-(pyrido[3,4-b]pyrazin-5-ylamino)-[1,1':3',1''-terphenyl]-4-yl)methyl)amino)tetrahydro-2H-pyran-3-ol ClC1=C(C=CC=C1C1=C(C(=CC=C1)NC1=NC=CC=2C1=NC=CN2)C)C2=CC(=C(C(=C2)OC)CN[C@H]2[C@H](COCC2)O)F